1-[(3-Chlorophenyl)methyl]-5-oxopyrrolidine-2-carboxylic Acid ClC=1C=C(C=CC1)CN1C(CCC1=O)C(=O)O